CC(CCCCC)CCCCCCC 6-methyltridecane